C(C)OC(C=CC1CCC2(OCCO2)CC1)=O 3-(1,4-dioxaspiro[4.5]decan-8-yl)acrylic acid ethyl ester